C(#N)CC[NH+](CC=C)CC=C (2-cyanoethyl)-N,N-diallylammonium